C12C(CCC3C(C4CCCC=C4C(C13)=O)=O)O2 octahydroepoxyanthraquinone